FC1=C(C=C(C=C1)F)C1=NC=NC(=C1NC(=O)C1CCC(CC1)OC)N1C[C@H](CC1)F (1r,4S)-N-(4-(2,5-di-fluorophenyl)-6-((S)-3-fluoropyrrolidin-1-yl)-pyrimidin-5-yl)-4-meth-oxycyclohexane-1-carboxamide